C(CCCCCCCC=CCCCCCCCC)(=O)NCC(=O)O N-(9-octadecenoyl)glycine